C(N)(=O)C=1C(=CC(=NC1)Cl)NC=1C(=C(C(=O)O)C=CC1)OC 3-((5-carbamoyl-2-chloropyridin-4-yl)amino)-2-methoxybenzoic acid